FC(C(=O)O)(F)F.O[C@@H](C(=O)N1CCN(CC1)C1=CC=C(C=N1)C=1C=2N(C=C(C1)OCCCO)N=CC2C#N)C(C)C (R)-4-(6-(4-(2-hydroxy-3-methylbutanoyl)piperazin-1-yl)pyridin-3-yl)-6-(3-hydroxypropoxy)pyrazolo[1,5-a]pyridine-3-carbonitrile 2,2,2-trifluoroacetate